CN(S(=O)(=O)C=1C=C(C=CC1)NC(C1=CC(=CC=C1)N1N=NN=C1)=O)C1=CC=CC=C1 N-(3-(N-methyl-N-phenylsulfamoyl)phenyl)-3-(1H-tetrazol-1-yl)benzamide